1-phenyl-5H-indene C1(=CC=CC=C1)C=1C=CC2=CCC=CC12